N[C@H]1CN(CC12CC2)C2=C1C=NN(C1=CC=C2NC(=O)C2=NN(C(C=C2)=O)C2=C(C=CC=C2F)F)C2CC2 (R)-N-(4-(7-amino-5-azaspiro[2.4]heptan-5-yl)-1-cyclopropyl-1H-indazol-5-yl)-1-(2,6-difluorophenyl)-6-oxo-1,6-dihydropyridazine-3-carboxamide